ClC1=CC(=NC=N1)NC1=C(C=CC(=C1)[N+](=O)[O-])N1CCN(CC1)C 6-chloro-N-(2-(4-methylpiperazin-1-yl)-5-nitrophenyl)pyrimidin-4-amine